(R)-N-(5-((1,4-dioxane-2-yl)methoxy)-1,3,4-thiadiazol-2-yl)-2'-bromo-5'-methoxy-6-methyl-(4,4'-bipyridine)-3-carboxamide O1[C@H](COCC1)COC1=NN=C(S1)NC(=O)C=1C=NC(=CC1C1=CC(=NC=C1OC)Br)C